methyl 2-[5-(bromomethyl)-4-iodo-3-methyl-pyrazol-1-yl]acetate BrCC1=C(C(=NN1CC(=O)OC)C)I